C(C)OC(=O)C1=NN2C(C(NC(=C2)C2=C(C(=C(C=C2)C)F)F)=O)=C1C1CC1.C1(=CC=CC=C1)[B-](C1=C(C(=C(C(=C1F)F)F)F)F)(C1=C(C(=C(C(=C1F)F)F)F)F)C1=C(C(=C(C(=C1F)F)F)F)F.C1(=CC=CC=C1)[C+](C1=CC=CC=C1)C1=CC=CC=C1 triphenylmethylium phenyltris(pentafluorophenyl)borate Ethyl-3-cyclopropyl-6-(2,3-difluoro-4-methylphenyl)-4-oxo-4,5-dihydropyrazolo[1,5-a]pyrazine-2-carboxylate